1-(4-ethynylbenzyl)piperidin-4-ol C(#C)C1=CC=C(CN2CCC(CC2)O)C=C1